O=C1CC[C@H](N1)C(=O)O 5-OXO-L-PROLINE